ClC1=C(C(=O)[O-])C(=C(C(=C1Cl)Cl)Cl)C#N 2,3,4,5-tetrachloro-6-cyanobenzoate